{2-[2-(difluoromethoxy)pyridin-4-yl]oxetan-2-yl}methanol FC(OC1=NC=CC(=C1)C1(OCC1)CO)F